(7-(1-((6-(2-cyanoprop-2-yl)pyridin-2-yl)methyl)-1H-1,2,3-triazol-4-yl)-3H-imidazo[4,5-b]pyridin-5-yl)-2-methylbenzonitrile C(#N)C(C)(C)C1=CC=CC(=N1)CN1N=NC(=C1)C1=C2C(=NC(=C1)C=1C(=C(C#N)C=CC1)C)NC=N2